FC1=C(C=C(C(=O)NC=2SC=C(N2)C2=CC=CC=C2)C=C1)NC(C(F)(F)F)=O 4-Fluoro-N-(4-phenylthiazol-2-yl)-3-(2,2,2-trifluoroacetamido)benzamide